N1N=NC2=C1C=CC=1C=3C=CC=CC3C=CC12 phenanthrotriazole